2-[[1-[(2-Chlorophenyl)methyl]-5-(3-thienyl)pyrazol-3-yl]methoxy]-2-methyl-propanoic acid ClC1=C(C=CC=C1)CN1N=C(C=C1C1=CSC=C1)COC(C(=O)O)(C)C